N-[(1S)-1-(dicyclopropylmethyl)-2-[[5-(3,5-dimethyl-1H-pyrazol-4-yl)-6-fluoro-2-pyridyl]amino]-2-oxo-ethyl]-2-[(3,3-difluoro-cyclobutyl)methyl]pyrazole-3-carboxamide C1(CC1)C([C@@H](C(=O)NC1=NC(=C(C=C1)C=1C(=NNC1C)C)F)NC(=O)C=1N(N=CC1)CC1CC(C1)(F)F)C1CC1